C1(=CC=CC=C1)NCCC[Si](OC)(OC)OC N-phenyl-3-aminopropyltrimethoxysilane